COC1=CC(CN(C1)C(=O)OC(C)(C)C)=C=O Tert-butyl 5-methoxy-3-carbonyl-3,6-dihydropyridine-1(2H)-carboxylate